NC1(CC(CC1)(C)C)COC1=NC(=NC(=C1)C1=C(C=CC=C1C)C)NS(=O)(=O)C=1C=C(C(=O)O)C=CC1 3-[[4-[(1-Amino-3,3-dimethyl-cyclopentyl)methoxy]-6-(2,6-dimethylphenyl)pyrimidin-2-yl]sulfamoyl]benzoic acid